[Br-].C[N+]1(CC=CC2=CC=CC=C12)CCCS(=O)(=O)O N-methyl-N-(3-sulfopropyl)quinolinium bromide